N-(4-(2-aminothiazolo[5,4-b]pyridin-5-yl)phenyl)ethanesulfonamide NC=1SC2=NC(=CC=C2N1)C1=CC=C(C=C1)NS(=O)(=O)CC